C(C)OC=1C=C(C=C(C1)F)C(C)C1=CC=2NC3=CC=CC=C3SC2C=C1 2-(1-(3-ethoxy-5-fluorophenyl)ethyl)-10H-phenothiazine